5-(5-Iodo-2-isopropyl-phenoxy)-pyrimidine-2,4-diamine IC=1C=CC(=C(OC=2C(=NC(=NC2)N)N)C1)C(C)C